(P)-1-(4-bromo-5-chloro-2-methoxyphenyl)-N-(isoxazol-3-yl)-N-(4-methoxybenzyl)-2-oxo-1,2-dihydroquinoline-6-sulfonamide BrC1=CC(=C(C=C1Cl)N1C(C=CC2=CC(=CC=C12)S(=O)(=O)N(CC1=CC=C(C=C1)OC)C1=NOC=C1)=O)OC